2-(3-furyl)acetamide O1C=C(C=C1)CC(=O)N